1-(1-phenylethyl)benzene C1(=CC=CC=C1)C(C)C1=CC=CC=C1